C(C1=CC=CC=C1)N1C(=NC=C1CCC(=O)O)CN1CCC(CC1)C1=CC=CC=2OC(OC21)(C)C2=C(C=C(C=C2)Cl)F 3-(1-benzyl-2-((4-(2-(4-chloro-2-fluorophenyl)-2-methylbenzo[d][1,3]dioxol-4-yl)piperidin-1-yl)methyl)-1H-imidazol-5-yl)propanoic acid